C(=O)NC(C1=CC=CC=C1)=O N-formyl-benzamide